2-Methyl-1-oxo-1,2-dihydrophthalazine-5-carbaldehyde CN1C(C=2C=CC=C(C2C=N1)C=O)=O